17-(3-pyridyl)androsta-5,16-dien N1=CC(=CC=C1)C=1[C@]2(C)[C@@H](CC1)[C@@H]1CC=C3CCCC[C@]3(C)[C@H]1CC2